FC=1C=C(C=CC1)CN1N=CC(=C1)C1=NC=2N3C(N(C(C2N1)=O)CCC)=NC=C3 2-[1-[(3-fluorophenyl)methyl]pyrazol-4-yl]-5-propyl-3H-imidazo[2,1-b]purin-4-one